(S)-1-methylbenzenesulfonylpyrrolidin-3-ol CC1(CC=CC=C1)S(=O)(=O)N1C[C@H](CC1)O